(R)-2-((3-(4-amino-3-(4-phenoxyphenyl)-1H-pyrazolo[3,4-d]pyrimidin-1-yl)pyrrolidin-1-yl)sulfonyl)-3,4,5,6-tetrafluorophenol NC1=C2C(=NC=N1)N(N=C2C2=CC=C(C=C2)OC2=CC=CC=C2)[C@H]2CN(CC2)S(=O)(=O)C2=C(C(=C(C(=C2F)F)F)F)O